COC1=C(C=CC=C1)NC(=O)C12C(C(=NO1)C=1C=NC=CC1)C1CCC2C1 N-(2-methoxyphenyl)-3-(pyridin-3-yl)-3a,4,5,6,7,7a-hexahydro-4,7-methylenebenzo[d]isoxazole-7a-carboxamide